(3R)-3-{[10-methyl-2-(1-methyl-1H-pyrazol-4-yl)[1,2,4]triazolo[1,5-c]quinazolin-5-yl]amino}azepin-2-one CC=1C=2C=3N(C(=NC2C=CC1)NC=1C(N=CC=CC1)=O)N=C(N3)C=3C=NN(C3)C